1-bromo-3-fluoro-4-iodo-2-methyl-benzene BrC1=C(C(=C(C=C1)I)F)C